3-[[4-[(2R)-2-[(7-tert-butoxycarbonyl-7-azaspiro[3.5]nonan-2-yl)amino]-4,4-dimethyl-pentoxy]-6-(2,6-dimethylphenyl)pyrimidin-2-yl]sulfamoyl]benzoic acid C(C)(C)(C)OC(=O)N1CCC2(CC(C2)N[C@@H](COC2=NC(=NC(=C2)C2=C(C=CC=C2C)C)NS(=O)(=O)C=2C=C(C(=O)O)C=CC2)CC(C)(C)C)CC1